FC(CN(C(=O)N[C@H](CC)CCC(F)(F)F)C(C(F)(F)F)C1=NC=C(C(=C1)C=1N=C(C=2N(C1)N=CN2)OC)OC)F 1-(2,2-difluoroethyl)-1-(2,2,2-trifluoro-1-(5-methoxy-4-(8-methoxy-[1,2,4]triazolo[1,5-a]pyrazin-6-yl)pyridin-2-yl)ethyl)-3-((R)-6,6,6-trifluorohexan-3-yl)urea